O[C@H](CNC(=O)C=1SC=C(N1)C=1C=C2C(=NC1)NC(=C2)C2=CC=C(C=C2)F)CO (R)-N-(2,3-dihydroxypropyl)-4-(2-(4-fluorophenyl)-1H-pyrrolo[2,3-b]pyridin-5-yl)thiazole-2-carboxamide